CN(CC(=O)NC1=CC=C2C(N(C=NC2=C1)CC1(CCNCC1)O)=O)C 2-(dimethylamino)-N-(3-((4-hydroxypiperidin-4-yl)methyl)-4-oxo-3,4-dihydroquinazolin-7-yl)acetamide